methyl 2-[1,1-bis(2-cyanophenyl)propan-2-yl]-5-hydroxy-6-oxo-1H-pyrimidine-4-carboxylate C(#N)C1=C(C=CC=C1)C(C(C)C=1NC(C(=C(N1)C(=O)OC)O)=O)C1=C(C=CC=C1)C#N